2-(4-(Difluoromethoxy)benzyl)-1-methyl-5-(2-methylpyridin-3-yl)-7-(trifluoromethyl)-1,5-dihydro-4H-imidazo[4,5-c][1,8]naphthyridin-4-one FC(OC1=CC=C(CC=2N(C3=C(C(N(C=4N=C(C=CC34)C(F)(F)F)C=3C(=NC=CC3)C)=O)N2)C)C=C1)F